N-(4-((9,10-dihydro-4-hydroxy-9,10-dioxo-1-anthracenyl)amino)phenyl)acetamide OC1=CC=C(C=2C(C3=CC=CC=C3C(C12)=O)=O)NC1=CC=C(C=C1)NC(C)=O